3-((((1-ethylpiperidin-3-yl)methoxy)carbonyl)oxy)pentane-1,5-diyl bis(4,4-bis(octyloxy)butanoate) C(CCCCCCC)OC(CCC(=O)OCCC(CCOC(CCC(OCCCCCCCC)OCCCCCCCC)=O)OC(=O)OCC1CN(CCC1)CC)OCCCCCCCC